FC(C(=O)O)(F)F.COC=1C=C2C(N(C(=NC2=CC1)[C@H]1CNCCC1)C)=O (R)-6-methoxy-3-methyl-2-(piperidin-3-yl)quinazolin-4(3H)-one trifluoroacetic acid salt